N-((1s,3s)-3-(6-((4-((1-(2-(2,6-dioxopiperidin-3-yl)-1,3-dioxoisoindolin-4-yl)piperidin-4-yl)methoxy)benzyl)amino)-9H-purin-9-yl)cyclobutyl)-6-methylpicolinamide O=C1NC(CC[C@@H]1N1C(C2=CC=CC(=C2C1=O)N1CCC(CC1)COC1=CC=C(CNC2=C3N=CN(C3=NC=N2)C2CC(C2)NC(C2=NC(=CC=C2)C)=O)C=C1)=O)=O